(E)-3-(3-bromo-4-hydroxyphenyl)-N-(3-hydroxyamino-3-oxopropyl)-2-hydroxyiminopropanamide BrC=1C=C(C=CC1O)C\C(\C(=O)NCCC(=O)NO)=N/O